ClC1=C(C=2SCC[C@H]3N(C2N=C1)CCNC3)F (R)-3-chloro-4-fluoro-6,7,7a,8,10,11-hexahydro-9H-pyrazino[1,2-d]pyrido[3,2-b][1,4]thiazepin